(cyclopentadienyl)(triethylcyclopentadienyl)zirconium dichloride [Cl-].[Cl-].C1(C=CC=C1)[Zr+2]C1(C(=C(C=C1)CC)CC)CC